N-methyl-3-(5-methyl-3,4,5,6-tetrahydropyridin-2-yl)Benzenesulfonamide CNS(=O)(=O)C1=CC(=CC=C1)C1=NCC(CC1)C